(3R,5S)-1-(8-methoxyquinolin-5-yl)-5-methylpiperidine-3-amine COC=1C=CC(=C2C=CC=NC12)N1C[C@@H](C[C@@H](C1)C)N